ClC1=C(C(=CC(=C1)C(C)(C)C1=CC=C(OCC2=NC(=NC=C2)NS(=O)(=O)C)C=C1)C#N)C1=CC=C(C=C1)Cl N-(4-((4-(2-(2,4'-dichloro-6-cyano-[1,1'-biphenyl]-4-yl)propan-2-yl)phenoxy)methyl)pyrimidin-2-yl)methanesulfonamide